FC1=CC(=C(OC2=C(C=C(C=C2)C(C)(C)O)C=2C3=C(C(N(C2)C)=O)NC(=C3)C(=O)OC3=CC=CC=C3)C(=C1)C)C phenyl 4-[2-(4-fluoro-2,6-dimethylphenoxy)-5-(2-hydroxypropan-2-yl)phenyl]-6-methyl-7-oxo-1H-pyrrolo[2,3-c]pyridine-2-carboxylate